N-((2-(2,6-dioxopiperidin-3-yl)-1-oxoisoindolin-5-yl)methyl)-2,2-difluoro-2-(5-methoxypyridin-2-yl)acetamide O=C1NC(CCC1N1C(C2=CC=C(C=C2C1)CNC(C(C1=NC=C(C=C1)OC)(F)F)=O)=O)=O